tert-Butyl 4-(2-oxo-3H-1,3-benzooxazol-7-yl)piperidine-1-carboxylate O=C1OC2=C(N1)C=CC=C2C2CCN(CC2)C(=O)OC(C)(C)C